4'-tert-butyl-3,4-dihydroxybenzophenone C(C)(C)(C)C1=CC=C(C=C1)C(C1=CC(=C(C=C1)O)O)=O